tert-butyl ((5-bromo-3-fluoropyridin-2-yl)methyl)carbamate BrC=1C=C(C(=NC1)CNC(OC(C)(C)C)=O)F